4-(5-fluoro-2-methyl-4-nitrophenyl)-2,6-dimethyl-3,6-dihydropyridine-1(2H)-carboxylic acid tert-butyl ester C(C)(C)(C)OC(=O)N1C(CC(=CC1C)C1=C(C=C(C(=C1)F)[N+](=O)[O-])C)C